COC1=CC=C(C=CC2=NC(=NC(=N2)C(Cl)(Cl)Cl)C(Cl)(Cl)Cl)C=C1 2-(4'-methoxystyryl)-4,6-bis(trichloromethyl)-s-triazine